3-bromo-2-(4,4,5,5-tetramethyl-1,3,2-dioxaborolan-2-yl)-1H-pyrrole BrC1=C(NC=C1)B1OC(C(O1)(C)C)(C)C